BrC=1C=2N(C(=NC1)Cl)C=C(N2)C#N 8-bromo-5-chloroimidazo[1,2-c]pyrimidine-2-carbonitrile